C(C)(C)(C)C1N(CCC(C1)C1=C(C=C(C=C1)O)F)C(=O)OCCOCCOCC1=CC=CC=C1 2-[2-(benzyloxy)ethoxy]ethan-1-ol tert-butyl-4-(2-fluoro-4-hydroxy-phenyl)piperidine-1-carboxylate